The molecule is a branched, alpha-hydroxy fatty acid comprising a C16 chain carrying a methyl branch at position 3. It is a long-chain fatty acid, a 2-hydroxy fatty acid and a branched-chain fatty acid. It derives from a hexadecanoic acid. CCCCCCCCCCCCCC(C)C(C(=O)O)O